C(#N)C=1C(=NC(=CC1)C)NC(OC(C)(C)C)=O tert-Butyl (3-cyano-6-methyl-pyridin-2-yl)-carbamate